C(C)OC(=O)C=1C(=NOC1C1CC1)C1=C(C=CC=C1)C(F)(F)F 5-cyclopropyl-3-[2-(trifluoromethyl)phenyl]-1,2-oxazole-4-carboxylic acid ethyl ester